C1(=CC=C(C=C1)N(C1=CC=C(C(=O)O)C=C1)C1=CC=C(C(=O)O)C=C1)N(C1=CC=C(C(=O)O)C=C1)C1=CC=C(C(=O)O)C=C1 4,4',4'',4'''-(1,4-phenylenebis(azanetriyl))tetrabenzoic acid